tert-Butyl 4-(5-((6-(3,5-dichlorophenyl)-4-((4-(hydroxymethyl)piperidin-1-yl)methyl)pyridin-2-yl)oxy)pyridin-2-yl)piperazine-1-carboxylate ClC=1C=C(C=C(C1)Cl)C1=CC(=CC(=N1)OC=1C=CC(=NC1)N1CCN(CC1)C(=O)OC(C)(C)C)CN1CCC(CC1)CO